8,8-difluoro-N,N-dimethyl-3-azabicyclo[3.2.1]octane-1-carboxamide FC1(C2(CNCC1CC2)C(=O)N(C)C)F